BrC1=CC(=C(C=2CCC12)N)[C@@H](C)C1CC1 (S)-5-Bromo-3-(1-cyclopropylethyl)bicyclo[4.2.0]octa-1(6),2,4-triene-2-amine